Cl.C[C@@H]1CNCCO1 (R)-2-methyl-morpholine, hydrochloride